4-((2-Fluorocyclopropyl)amino)-2-(((S)-2,3,4,5-tetrahydro-3-hydroxybenzo[b][1,4]oxazepin-7-yl)amino)pyrimidine-5-carboxamide FC1C(C1)NC1=NC(=NC=C1C(=O)N)NC1=CC2=C(OC[C@H](CN2)O)C=C1